NC1=CC=CC=2N=C(OC21)NC=2NC(=C(C(N2)C2=C(C=C(C=C2)Cl)Cl)C(=O)NCC=2C=NN(C2)C)C 2-((7-aminobenzo[d]oxazol-2-yl)amino)-4-(2,4-dichlorophenyl)-6-methyl-N-((1-methyl-1H-pyrazol-4-yl)methyl)-1,4-dihydropyrimidine-5-carboxamide